ethyl 3-(benzyl(4-(3,4-dichlorophenyl)-5-(hydroxymethyl)thiazol-2-yl)amino)propanoate C(C1=CC=CC=C1)N(CCC(=O)OCC)C=1SC(=C(N1)C1=CC(=C(C=C1)Cl)Cl)CO